3,5-dimethyl-N-methylaniline CC=1C=C(NC)C=C(C1)C